N12C[C@H](C(CC1)CC2)OC(N[C@@H]2C(CCC1=CC(=C(C=C21)F)C2=CC(=CC=C2)CC)(C)C)=O (S)-quinuclidin-3-yl((R)-6-(3-ethylphenyl)-7-fluoro-2,2-dimethyl-1,2,3,4-tetrahydronaphthalen-1-yl)carbamate